C(C=C)OC(=O)C1NCC(NC1)O 2-hydroxypiperazine-5-carboxylic acid allyl ester